vinylbenzyl-1-butyl-1H-imidazol-3-ium C(=C)[N+]1=C(N(C=C1)CCCC)CC1=CC=CC=C1